P(=O)(OCCNC(CN(C(C1=CN=C(C(=C1)[N+](=O)[O-])S(=O)(=O)C)=O)CC#C)=O)(OCC[N+](C)(C)C)[O-] 2-(2-(6-(methylsulfonyl)-5-nitro-N-(prop-2-yn-1-yl)nicotinamido)acetamido)ethyl (2-(trimethylammonio)ethyl) phosphate